CSC1=CC=C(C=C1)C1=CC2=C(S1)C=CC=C2 (4-(methylthio)phenyl)benzo[b]thiophene